(4-amino-3-methoxyphenyl)(2,7-diazaspiro[3.5]non-7-yl)methanone NC1=C(C=C(C=C1)C(=O)N1CCC2(CNC2)CC1)OC